tert-butyl(methyl(4-((5-(4-methyl-1H-indazol-5-yl)-2,6-naphthyridin-3-yl)amino)phenyl)(oxo)-λ6-sulfaneylidene)carbamate C(C)(C)(C)OC(N=S(=O)(C1=CC=C(C=C1)NC=1N=CC2=CC=NC(=C2C1)C=1C(=C2C=NNC2=CC1)C)C)=O